[Li].[O].[Ti] titanium oxygen lithium